1-ethylpropyl 4-[6-(1-methyl-1H-pyrazol-4-yl)pyrazolo[1,5-a]pyridin-3-yl]piperazine-1-carboxylate CN1N=CC(=C1)C=1C=CC=2N(C1)N=CC2N2CCN(CC2)C(=O)OC(CC)CC